Bis-(4-hydroxyphenyl)-methan OC1=CC=C(C=C1)CC1=CC=C(C=C1)O